ClC1=CC=C(C=C1)NNC(CCC(=C1C(NCC1=O)=O)NC1=CC=C(C=C1)Cl)=O N'-(4-chlorophenyl)-4-((4-chlorophenyl)amino)-4-(2,4-dioxopyrrolidin-3-ylidene)butyryl-hydrazine